6-(4-isopropyl-4H-1,2,4-triazol-3-yl)pyridine-2,3-diamine C(C)(C)N1C(=NN=C1)C1=CC=C(C(=N1)N)N